ClC1=CC(=C(N)C(=C1)CC)CC 4-Chloro-2,6-diethylaniline